C1[C@H](OC2=C(C1=O)C=CC(=C2)O)C3=CC=C(C=C3)O[C@H]4[C@@H]([C@H]([C@@H]([C@H](O4)CO)O)O)O The molecule is a flavanone glycoside that is liquiritigenin attached to a beta-D-glucopyranosyl residue at position 4' via a glycosidic linkage. It has a role as a plant metabolite, an anticoronaviral agent and an anti-inflammatory agent. It is a flavanone glycoside, a beta-D-glucoside, a monosaccharide derivative and a monohydroxyflavanone. It derives from a liquiritigenin.